C(C1=CC=CC=C1)N1CCC(CC1)C(NS(=O)C(C)(C)C)C1=C(C=C(C(=C1)Cl)Cl)OCC=C N-[(1-benzylpiperidin-4-yl)[4,5-dichloro-2-(prop-2-en-1-yloxy)phenyl]methyl]-2-methylpropane-2-sulfinamide